FC(C(CC(=O)C1=CC(=CC=C1)OC)=O)F 4,4-difluoro-1-(3-methoxyphenyl)butane-1,3-dione